NCC1(CCCCC1)CC(=O)O 1-(aminomethyl)-cyclohexylacetic acid